(S)-quinuclidin-3-yl((R)-5-(3-isopropylphenyl)-2,2-dimethyl-2,3-dihydro-1H-inden-1-yl)carbamate N12C[C@H](C(CC1)CC2)OC(N[C@@H]2C(CC1=CC(=CC=C21)C2=CC(=CC=C2)C(C)C)(C)C)=O